Trans-N-(3-bromo-4-fluorophenyl)-2-chloro-5-(2,2-dichloro-3-(3,5-dichlorophenyl)cyclopropane-1-carboxamido)benzamide BrC=1C=C(C=CC1F)NC(C1=C(C=CC(=C1)NC(=O)[C@@H]1C([C@H]1C1=CC(=CC(=C1)Cl)Cl)(Cl)Cl)Cl)=O